CC1=C(C=C(C=C1)NC(=O)[C@H]1N[C@H]2C[C@H]2C1)C1=NN2C(C=N1)=CC=C2 (1S,3S,5S)-N-(4-methyl-3-(pyrrolo[2,1-f][1,2,4]triazin-2-yl)phenyl)-2-azabicyclo[3.1.0]hexane-3-carboxamide